O=C1NC(CCC1N1C(C2=CC=CC(=C2C1=O)NCCCNC(C)=O)=O)=O N-(3-{[2-(2,6-dioxopiperidin-3-yl)-1,3-dioxo-2,3-dihydro-1H-isoindol-4-yl]amino}propyl)acetamide